C(C)OP(=O)(OCC)C(=O)C=1C=C2C=C(NC2=CC1)C(=O)OC1=CC=C(C=C1)[N+](=O)[O-] 4-nitrophenyl 5-[(diethoxyphosphoryl)carbonyl]-1H-indole-2-carboxylate